COC(=O)C1=NC(=NC(=C1)C)N1CC(CC1)CNC1=C(C=CC=C1)C(F)(F)F 6-methyl-2-(3-(((2-(trifluoromethyl)phenyl)amino)methyl)pyrrolidin-1-yl)pyrimidine-4-carboxylic acid methyl ester